Ethyl (trans)-2-((E)-1-phenylbut-1-en-2-yl)cyclopropane-1-carboxylate C1(=CC=CC=C1)\C=C(/CC)\[C@H]1[C@@H](C1)C(=O)OCC